The molecule is a mimotope of the pyruvate dehydrogenase E2 component (PDC-E2) comprising a chloroacetyl group linked to the lipoated PDC-E2 core dodecapeptide (DKATIGFEVQEE) at N-6 of lysine. It has a role as a mimotope. It is a polypeptide and a lipopeptide. CC[C@H](C)[C@@H](C(=O)NCC(=O)N[C@@H](CC1=CC=CC=C1)C(=O)N[C@@H](CCC(=O)O)C(=O)N[C@@H](C(C)C)C(=O)N[C@@H](CCC(=O)N)C(=O)N[C@@H](CCC(=O)O)C(=O)N[C@@H](CCC(=O)O)C(=O)O)NC(=O)[C@H]([C@@H](C)O)NC(=O)[C@H](C)NC(=O)[C@H](CCCCNC(=O)CCl)NC(=O)[C@H](CC(=O)O)NC(=O)C